methylchloroisothiazolinone CN1C(=O)C=C(S1)Cl